N-((1-methyl-3-oxo-2,3,5,6,7,8-hexahydroisoquinolin-4-yl)methyl)-2-(trifluoromethyl)pyrimidine-5-carboxamide CC=1NC(C(=C2CCCCC12)CNC(=O)C=1C=NC(=NC1)C(F)(F)F)=O